CP(=O)(C)C1=CC(=C(C=C1)N(C(OC(C)(C)C)=O)CC#C)OC tert-butyl N-(4-dimethylphosphoryl-2-methoxy-phenyl)-N-prop-2-ynyl-carbamate